(S)-4-(1-Acetyl-2-methyl-1,2,3,4-tetrahydroquinolin-6-yl)-N-((6-bromo-8-morpholinoimidazo[1,2-a]pyrazin-2-yl)methyl)benzamide C(C)(=O)N1[C@H](CCC2=CC(=CC=C12)C1=CC=C(C(=O)NCC=2N=C3N(C=C(N=C3N3CCOCC3)Br)C2)C=C1)C